[Cl-].FC1=C(C=CC(=C1F)OC)C1=CN=C2N1C=CN=C2NC2=CC(=C(C(=O)N[C@H]1CN(CC1)C(C[N+](C)(C)C)=O)C=C2)C (R)-2-(3-(4-((3-(2,3-difluoro-4-methoxyphenyl)imidazo[1,2-a]pyrazin-8-yl)amino)-2-methylbenzamido)pyrrolidin-1-yl)-N,N,N-trimethyl-2-oxoethan-1-aminium chloride